ClC=1C(=C2N=C(N=C3C2=C(O[C@H]([C@@H]2[C@@H]4CC[C@H](CN32)N4C(=O)OC(C)(C)C)C)N1)S(=O)C)F tert-butyl (5S,5aS,6S,9R)-2-chloro-1-fluoro-5-methyl-12-(methylsulfinyl)-5a,6,7,8,9,10-hexahydro-5H-4-oxa-3,10a,11,13,14-pentaaza-6,9-methanonaphtho[1,8-ab]heptalene-14-carboxylate